(5-hydroxy-4-methyl-[3,3'-bipyridine]-6-carbonyl)glycine (Formate) C(=O)O.OC=1C(=C(C=NC1C(=O)NCC(=O)O)C=1C=NC=CC1)C